COC1=CC=CC=2C=3N(C(=NC12)N)N=C(N3)C3C(C3)C=3C=NN(C3)C 7-methoxy-2-(2-(1-methyl-1H-pyrazol-4-yl)cyclopropyl)-[1,2,4]triazolo[1,5-c]quinazolin-5-amine